calcium-titanium dioxide [O-2].[O-2].[Ti+4].[Ca+2]